(±)-2-(6-bromopyridin-2-yl)-2-(2-(2-ethoxy-2-oxoethyl)-6-nitrophenoxy)ethyl acetate C(C)(=O)OC[C@H](OC1=C(C=CC=C1[N+](=O)[O-])CC(=O)OCC)C1=NC(=CC=C1)Br |r|